4,7-dimethyl-5,6-diphenyl-1,3-isobenzofurandione CC1=C2C(OC(C2=C(C(=C1C1=CC=CC=C1)C1=CC=CC=C1)C)=O)=O